CN(CCCC(C#N)(C(C)C)C1=CC=CC=C1)CCC1=CC=CC=C1 5-[methyl-(2-phenylethyl)amino]-2-phenyl-2-propan-2-ylpentanenitrile